FC1=C2CCC3(CCC=4C=NC(=NC4C3)SC)CC2=CC=C1 5-fluoro-2'-(methylthio)-3,4,5',8'-tetrahydro-1H,6'H-spiro[naphthalene-2,7'-quinazoline]